4-Methoxy-3-methylpyrazolo[1,5-a]pyridin-5-amine COC=1C=2N(C=CC1N)N=CC2C